4-hydroxy-4-methyl-d3-chroman OC1(CCOC2=CC=CC=C12)C([2H])([2H])[2H]